trans-decadienic acid C(\C=C\C=CCCCCC)(=O)O